tert-butyl 4-{[4-(4,4,5,5-tetramethyl-1,3,2-dioxaborolan-2-yl)phenyl]methyl}piperazine-1-carboxylate CC1(OB(OC1(C)C)C1=CC=C(C=C1)CN1CCN(CC1)C(=O)OC(C)(C)C)C